The molecule is a member of the class of quinolines that is a mixed aminal resulting from the formal condensation oftrichloroacetaldehyde with the amide nitrogen of trans-cinnamamide and the primary amino group of 1-quinolin-8-ylthiourea. It is a selective inhibitor of cellular complexes that dephosphorylate eukaryotic translation initiation factor 2 subunit alpha (eIF2alpha). It is a member of quinolines, a member of thioureas, an aminal, an organochlorine compound and a secondary carboxamide. It derives from a trichloroacetaldehyde and a trans-cinnamamide. C1=CC=C(C=C1)/C=C/C(=O)NC(C(Cl)(Cl)Cl)NC(=S)NC2=CC=CC3=C2N=CC=C3